(5'S,7a'R)-5'-(3,5-difluorophenyl)-1-(3-fluoropyridine-2-carbonyl)tetrahydro-3'H-spiro[piperidine-4,2'-pyrrolo[2,1-b][1,3]oxazol]-3-one FC=1C=C(C=C(C1)F)[C@@H]1CC[C@H]2OC3(CN21)C(CN(CC3)C(=O)C3=NC=CC=C3F)=O